1-(4-((2'-ethyl-6',7'-dihydrospiro[piperidine-4,4'-thieno[3,2-c]pyran]-1-yl)methyl)-1H-1,2,3-triazol-1-yl)-3-methylbutane-2,3-diol C(C)C1=CC=2C3(OCCC2S1)CCN(CC3)CC=3N=NN(C3)CC(C(C)(O)C)O